ClC=1C=C(C=CC1)C1=NN(C2=CC=C(C=C12)C(=O)N1CCC(CC1)=O)CC(F)F 1-(3-(3-chlorophenyl)-1-(2,2-difluoroethyl)-1H-indazole-5-carbonyl)piperidin-4-one